3-Ethoxy-2-methyl-5-nonylphenol C(C)OC=1C(=C(C=C(C1)CCCCCCCCC)O)C